2,3,6-TRIMETHYLCYCLOHEXYLMETHANAL CC1C(C(CCC1C)C)C=O